C1(CC1)/C(/C(=O)OCC)=N\N(C(=O)OC(C)(C)C)C tert-butyl (E)-2-(1-cyclopropyl-2-ethoxy-2-oxoethylidene)-1-methylhydrazine-1-carboxylate